CNC(C(CCC(C(=O)N)NC(=O)C=1C(=NC=NC1)C)=O)=O N6-methyl-2-(4-methylpyrimidin-5-carboxamido)-5-oxohexandiamid